1-(2-Iodophenoxy)-2-propanol IC1=C(OCC(C)O)C=CC=C1